(S)-8-chloro-6-(((6-fluoro-2-methylpyridin-3-yl)(1-(1-(2,2,2-trifluoroethyl)cyclopropyl)-1H-1,2,3-triazol-4-yl)methyl)amino)-4-(neopentylamino)quinoline-3-carbonitrile ClC=1C=C(C=C2C(=C(C=NC12)C#N)NCC(C)(C)C)N[C@H](C=1N=NN(C1)C1(CC1)CC(F)(F)F)C=1C(=NC(=CC1)F)C